4-([[7-(2-methylpropanamido)thieno[3,2-d]pyrimidin-4-yl]amino]methyl)-phenylboronic acid CC(C(=O)NC1=CSC2=C1N=CN=C2NCC2=CC=C(C=C2)B(O)O)C